NCC1=CCC(CC1)CN 1,4-bis(amino-methyl)cyclohexaneN